NC1=C(C=C(C(=C1)C)N1CCN(CC1)C)NC(OC(C)(C)C)=O tert-butyl (2-amino-4-methyl-5-(4-methylpiperazin-1-yl)phenyl)carbamate